C1=C2C=3C(N=C(C2=CN=C1)NC=1C=C(C=CC1)O)=C1N(N3)C=NC=C1 3-(pyrimido[1',6':1,5]pyrazolo[4,3-c][2,7]naphthyridin-5-ylamino)phenol